Cl.N[C@H]1[C@H]([C@H]2C=C[C@@H]1C2)C(=O)OC methyl (1R,2S,3R,4S)-3-aminobicyclo[2.2.1]hept-5-ene-2-carboxylate hydrochloride